1-heptadecanoyl-2-heneicosanoyl-glycero-3-phospho-(1'-sn-glycerol) CCCCCCCCCCCCCCCCCCCCC(=O)O[C@H](COC(=O)CCCCCCCCCCCCCCCC)COP(=O)(O)OC[C@H](CO)O